3-[4-(5-Hydroxypyridin-2-yl)-piperazine-1-carbonyl]-7-oxa-bicyclo[2.2.1]heptane-2-carboxylic acid OC=1C=CC(=NC1)N1CCN(CC1)C(=O)C1C(C2CCC1O2)C(=O)O